5-{4-amino-5-[(3,3-difluoroazetidin-1-yl)methyl]pyrrolo[2,1-f][1,2,4]triazin-7-yl}-N-[(3R,4S)-1-(2,2-dimethylpropanoyl)-4-fluoropyrrolidin-3-yl]-2-(methoxy-d3)nicotinamide NC1=NC=NN2C1=C(C=C2C=2C=NC(=C(C(=O)N[C@@H]1CN(C[C@@H]1F)C(C(C)(C)C)=O)C2)OC([2H])([2H])[2H])CN2CC(C2)(F)F